C(=O)C=1C(=C2C(=NC1)N(C=C2C=2C=C1C=NN(C1=CC2)C(C)C)S(=O)(=O)C2=CC=CC=C2)NC2CC(C2)NC(OC(C)(C)C)=O tert-butyl ((1r,3r)-3-((5-formyl-3-(1-isopropyl-1H-indazol-5-yl)-1-(phenylsulfonyl)-1H-pyrrolo[2,3-b]pyridin-4-yl)amino)cyclobutyl)carbamate